(3R)-7-((2S,5R)-4-acryloyl-2,5-dimethyl-piperazin-1-yl)-9-chloro-10-(2,4-difluoro-phenyl)-3-((methyl-(2,2,2-trifluoroethyl)-amino)methyl)-2H-[1,4]oxazino-[2,3,4-ij]quinazolin-5(3H)-one C(C=C)(=O)N1C[C@@H](N(C[C@H]1C)C1=NC(N2C3=C(C(=C(C=C13)Cl)C1=C(C=C(C=C1)F)F)OC[C@H]2CN(CC(F)(F)F)C)=O)C